4-bromo-6-{[(1R)-1-[3-(difluoromethyl)-2-fluorophenyl]ethyl]amino}-2-methyl[1,2,4]triazolo[5',1':6,1]pyrido[2,3-d]pyrimidine BrC1=CC=2C(=NC=NC2N[C@H](C)C2=C(C(=CC=C2)C(F)F)F)N2C1=NC(=N2)C